(1s,2r)-2-(((7-chloro-2-(4'-fluoro-2'-(4-methyl-4H-1,2,4-triazol-3-yl)-[1,1'-biphenyl]-3-yl)benzo[d]oxazol-5-yl)methyl)amino)cyclopentan-1-ol ClC1=CC(=CC=2N=C(OC21)C=2C=C(C=CC2)C2=C(C=C(C=C2)F)C2=NN=CN2C)CN[C@H]2[C@H](CCC2)O